NCC=1C(=C2CN(C(NC2=CC1)=O)C1CCC(CC1)C(=O)NC1=CC(=C(C=C1)C)OC)C (1s,4s)-4-(6-(aminomethyl)-5-methyl-2-oxo-1,2-dihydroquinazolin-3(4H)-yl)-N-(3-methoxy-4-methylphenyl)cyclohexanecarboxamide